FCC=1N=CNC1 4-fluoromethylimidazole